BrC1=C(C(=CC(=C1)C1(CC1)F)F)N1N=C2N=C(NC(C2=C1)=O)OC 2-[2-bromo-6-fluoro-4-(1-fluorocyclopropyl)phenyl]-6-methoxy-2,5-dihydro-4H-pyrazolo[3,4-d]pyrimidin-4-one